C1(CC1)C=1C(=C2C(=NC1C)CCC2)NC(=O)N=[S@](=O)(N)C=2SC=C(C2)C(C)(C)O (R)-N'-((3-cyclopropyl-2-methyl-6,7-dihydro-5H-cyclopenta[b]pyridin-4-yl)carbamoyl)-4-(2-hydroxypropan-2-yl)thiophene-2-sulfonimidamide